triethylbenzene CCC1=C(C(=CC=C1)CC)CC